C(N)(=N)N1CCC(=CC1)C1=CC=C(C=C1)NC(=O)C1=NC=C(C=C1)C(=O)NC1=CC=C(C=C1)C=1CCN(CC1)C(N)=N N2,N5-bis[4-(1-carbamimidoyl-1,2,3,6-tetrahydropyridin-4-yl)phenyl]pyridine-2,5-dicarboxamide